calcium sulfanilate S(=O)(C1=CC=C(C=C1)N)(=O)[O-].[Ca+2].S(=O)(C1=CC=C(C=C1)N)(=O)[O-]